methyl-1-(tetrahydro-2H-pyran-4-yl)-1H-indazol-6-ol CC1=NN(C2=CC(=CC=C12)O)C1CCOCC1